1-(2-chloro-4-ethynylphenyl)methylamine ClC1=C(C=CC(=C1)C#C)CN